2-((R)-1-((S)-2,2-dimethyl-1,3-dioxacyclopentane-4-yl)ethyl)isoindoline-1,3-dione CC1(OC[C@@H](O1)[C@@H](C)N1C(C2=CC=CC=C2C1=O)=O)C